ClC1=NC=C(C(=N1)NCC1=C(C(=CC=C1)Cl)Cl)C(=O)N 2-chloro-4-((2,3-dichlorobenzyl)amino)pyrimidin-5-carboxamide